distearyl-2,6-di-tert-butyl-p-cresol C(CCCCCCCCCCCCCCCCC)C1=C(C(=C(C(=C1C(C)(C)C)O)C(C)(C)C)CCCCCCCCCCCCCCCCCC)C